5-methylhydroxy-3-(3,5-dinitrophenyl)-1,2,4-oxadiazole CC1=NC(N(O1)O)C1=CC(=CC(=C1)[N+](=O)[O-])[N+](=O)[O-]